ClC=1C=C(C=NC1)C=1C=NC(=CC1)NC(C(CC)(F)C1=NC(=NC=C1)NS(=O)(=O)C1CC1)=O N-(5'-chloro-[3,3'-bipyridin]-6-yl)-2-(2-(cyclopropanesulfonamido)pyrimidin-4-yl)-2-fluorobutanamide